BrC1=CC=C(C=C1)S(=O)(=O)C(F)(F)F 1-bromo-4-(trifluoromethylsulfonyl)benzene